ClC=1C2=CN(N=C2C=CC1C1=CNC=2N=C(N(C(C21)=O)C)N2C[C@H](NCC2)C)C (R)-5-(4-chloro-2-methyl-2H-indazol-5-yl)-3-methyl-2-(3-methylpiperazin-1-yl)-3,7-dihydro-4H-pyrrolo[2,3-d]pyrimidin-4-one